COC1=C(CN(S(=O)(=O)C=2C=C(C(=NC2)NC[C@H](CC(CCNC(OC(C)(C)C)=O)(C)C)[C@@H](C)NC(OC(C)(C)C)=O)C(F)(F)F)C2=NC=NS2)C=CC(=C1)OC Di-tert-butyl ((5S,6R)-5-(((5-(N-(2,4-dimethoxybenzyl)-N-(1,2,4-thiadiazol-5-yl)sulfamoyl)-3-(trifluoromethyl)pyridin-2-yl)amino)methyl)-3,3-dimethylheptane-1,6-diyl)dicarbamate